2,6-Dimethylpiperidinylcarbinol CC1N(C(CCC1)C)CO